C(CCCCCCCCCCCCCCCCC)(=O)OC1=C(C=CC=C1)C1=CC=CC=C1 biphenylyl stearate